NC1N(CC12CCC=1SC=C(C12)C#N)C1=NC(=NC(=N1)N(C)C(C)C=1C(=NC=CC1)N)OC[C@H]1NC(CC1)=O amino-1'-[4-[1-(2-amino-3-pyridyl)ethyl-methyl-amino]-6-[[(2S)-5-oxopyrrolidin-2-yl]methoxy]-1,3,5-triazin-2-yl]spiro[5,6-dihydrocyclopenta[b]thiophene-4,3'-azetidine]-3-carbonitrile